FC(C=1C=C(C=C(C1)C(F)(F)F)NC1=NC2=C(N1)C=C(C(=C2)F)F)(F)F N-(3,5-bis(trifluoromethyl)phenyl)-5,6-difluoro-1H-benzo[d]imidazol-2-amine